methyl 2-[[(1R,2S,5S)-6,6-dimethyl-3-azabicyclo[3.1.0]hexane-2-carbonyl]amino]-2-(3-pyridyl)acetate CC1([C@H]2CN[C@@H]([C@@H]12)C(=O)NC(C(=O)OC)C=1C=NC=CC1)C